C1=CC2=C3C(=C1)C=CC4=CC=CC(=C43)C=C2 The molecule is an ortho- and peri-fused polycyclic arene consisting of four fused benzene rings, resulting in a flat aromatic system. It has a role as a fluorescent probe.